OC(=O)CCCC[C@@H]1SC[C@@H]2NC(=O)N[C@H]12 |r| (+-)-biotin